N(=C=O)CC1=C(C(=C(C(=C1C)C)CN=C=O)C)C 1,4-Diisocyanatomethyl-2,3,5,6-tetramethylbenzen